3-((3-(8-(4-cyanophenyl)-3,4-dihydro-2H-pyrido[4,3-b][1,4]oxazine-4-carbonyl)azetidine-1-yl)sulfonyl)benzonitrile C(#N)C1=CC=C(C=C1)C1=CN=CC2=C1OCCN2C(=O)C2CN(C2)S(=O)(=O)C=2C=C(C#N)C=CC2